bis(5-(piperazin-1-yl)pentyl)amine N1(CCNCC1)CCCCCNCCCCCN1CCNCC1